O-Allyl-N-(t-butoxycarbonyl)-L-serine C(C=C)OC[C@H](NC(=O)OC(C)(C)C)C(=O)O